CC=1C=CC(=C(N)C1)OCCOCC#C[Si](C)(C)C 5-methyl-2-(2-{[3-(trimethylsilyl)prop-2-yn-1-yl]oxy}ethoxy)aniline